methyl-7,9-dihydro-8H-purin CC1=NC=C2NCNC2=N1